N1(C=NC=C1)CC1=CC=C(C=C1)NC=1C=2N(C=CN1)C(=CN2)C2=CC=C(C=C2)OC N-[4-(imidazol-1-ylmethyl)phenyl]-3-(4-methoxyphenyl)imidazo[1,2-a]pyrazin-8-amine